O1CNCC1 Mono-Oxazolidine